5-(1H-imidazol-1-yl)pentan-1-amine N1(C=NC=C1)CCCCCN